allyl ((1R)-2-((3-fluoro-4-(trimethylsilyl)phenyl)amino)-1-(4-(methoxymethyl)phenyl)-2-oxoethyl)carbamate FC=1C=C(C=CC1[Si](C)(C)C)NC([C@@H](C1=CC=C(C=C1)COC)NC(OCC=C)=O)=O